N-(4,4-difluorocyclohexyl)-4-[(1S)-1-{[8-(2,2-dimethylpropyl)-7-oxo-pyrido[2,3-d]pyrimidin-2-yl]amino}ethyl]benzamide FC1(CCC(CC1)NC(C1=CC=C(C=C1)[C@H](C)NC=1N=CC2=C(N1)N(C(C=C2)=O)CC(C)(C)C)=O)F